10,11-dibromo-5H-dibenzo[b,f]azepine BrC1=C(C2=C(NC3=C1C=CC=C3)C=CC=C2)Br